N-cyclopropyl-3-(difluoromethyl)-5-fluoro-N-(2-iso-propylbenzyl)-1-methyl-1H-pyrazole-4-carboxamide C1(CC1)N(C(=O)C=1C(=NN(C1F)C)C(F)F)CC1=C(C=CC=C1)C(C)C